C(C)(C)(C)P(C1=CC=CC=C1)C1=CC=CC=C1 tert-Butyldiphenylphosphin